N(C)CC(=O)[O-].[Zn+2].N(C)CC(=O)[O-] zinc sarcosinate